(R)-5-(2-Fluoro-6-methylphenyl)-3-(4-(hexahydropyrazino[2,1-c][1,4]oxazin-8(1H)-yl)phenyl)-1H-pyrazolo[4,3-c]pyridazin-6(5H)-on FC1=C(C(=CC=C1)C)N1N=C2C(=CC1=O)NN=C2C2=CC=C(C=C2)N2C[C@@H]1COCCN1CC2